5-(1-(2,2-difluoroethyl)-1H-benzo[d][1,2,3]triazol-6-yl)-4-(methoxy-d3)-N-(1-(oxetan-3-yl)piperidin-4-yl)pyrrolo[2,1-f][1,2,4]triazin-2-amine FC(CN1N=NC2=C1C=C(C=C2)C=2C=CN1N=C(N=C(C12)OC([2H])([2H])[2H])NC1CCN(CC1)C1COC1)F